[Si].[Si].[Si].FC1=C(C(=C(C(=C1[B-](C1=C(C(=C(C(=C1F)F)F)F)F)(C1=C(C(=C(C(=C1F)F)F)F)F)C1=C(C(=C(C(=C1F)F)F)F)F)F)F)F)F.C(CCC)[NH+](CCCC)CCCC tris(n-butyl)ammonium tetrakis(pentafluorophenyl)borate trisilicon